N-(2-(4-((1S,4S)-2-oxa-5-azabicyclo[2.2.1]heptane-5-yl)piperidine-1-yl)-5-((6-((S)-3-(2-chloro-3-fluorobenzyl)isoxazolidine-2-yl)pyrimidine-4-yl)amino)-4-methoxy-phenyl)acrylamide [C@@H]12OC[C@@H](N(C1)C1CCN(CC1)C1=C(C=C(C(=C1)OC)NC1=NC=NC(=C1)N1OCC[C@@H]1CC1=C(C(=CC=C1)F)Cl)NC(C=C)=O)C2